5-(N-(2-(7-(3-bromothiophene-2-carbonyl)-2,7-diazaspiro[3.5]non-2-yl)phenyl)-N-phenethylsulfamoyl)-3-methylbenzofuran-2-carboxylic acid BrC1=C(SC=C1)C(=O)N1CCC2(CN(C2)C2=C(C=CC=C2)N(S(=O)(=O)C=2C=CC3=C(C(=C(O3)C(=O)O)C)C2)CCC2=CC=CC=C2)CC1